C[C@@H]1CN(C[C@@H](O1)C)C(=O)C=1C2=C(N(N1)CC(=O)N1CCC(CC1)C1=CC(=C(C=C1)F)C(F)(F)F)CCC2 2-{3-[(2R,6S)-2,6-Dimethylmorpholin-4-carbonyl]-5,6-dihydrocyclopenta[c]pyrazol-1(4H)-yl}-1-{4-[4-fluoro-3-(trifluoromethyl)phenyl]piperidin-1-yl}ethan-1-on